BrC1=CC(=NC=C1)N1CC(C1)N 1-(4-bromo-2-pyridyl)azetidin-3-amine